2,3,4,5-tetramethyl-4,5-dihydro-6H-cyclopenta[b]thiophene-6-one CC1=C(C2=C(S1)C(C(C2C)C)=O)C